5-(4-fluorophenyl)-4-hydroxy-6-methylpyridine-3-carboxamide FC1=CC=C(C=C1)C=1C(=C(C=NC1C)C(=O)N)O